methyl 2-(2-fluoro-4-(6-((2-fluoro-4-(pyrimidin-5-ylethynyl) benzyl) oxy) pyridin-2-yl) benzyl)-1-(2-methoxyethyl)-1H-benzo[d]imidazole-6-carboxylate FC1=C(CC2=NC3=C(N2CCOC)C=C(C=C3)C(=O)OC)C=CC(=C1)C1=NC(=CC=C1)OCC1=C(C=C(C=C1)C#CC=1C=NC=NC1)F